O=C1NC(CCC1N1C(C2=CC=C(C=C2C1=O)OCCC1CC2(CN(C2)C(=O)OC(C)(C)C)C1)=O)=O Tert-Butyl 6-(2-((2-(2,6-Dioxopiperidin-3-Yl)-1,3-Dioxoisoindolin-5-Yl)Oxy)Ethyl)-2-Azaspiro[3.3]Heptane-2-Carboxylate